C(C)C1(COC1)COCCOCCOCCOCC1(COC1)CC triethylene glycol bis(3-ethyl-3-oxetanyl methyl) ether